2-((2,3-dichloropyridin-4-yl)oxy)pyrimidin-5-amine ClC1=NC=CC(=C1Cl)OC1=NC=C(C=N1)N